δ-nonanolide C1(CCC(CCCCC)O1)=O